O=C1N(CCC2=CC=CC=C12)CC1CCN(CC1)C(=O)OC(C)(C)C tert-butyl 4-((1-oxo-3,4-dihydroisoquinolin-2(1H)-yl)methyl)piperidine-1-carboxylate